(3-(4-oxocyclohexyl)-1-(tetrahydro-2H-pyran-2-yl)-1H-indazol-5-yl)pyridin O=C1CCC(CC1)C1=NN(C2=CC=C(C=C12)C1=NC=CC=C1)C1OCCCC1